OC(CCCCCCCCC(=O)O)CC=CCC=CCCCCCCC 10-Hydroxy-tricosa-12,15-dienoic acid